C(#N)C=1C=C(OC2=CC=C(C(=O)O)C=C2)C=CC1C#N 4-(3,4-dicyanophenoxy)benzoic acid